Dimethyl (E)-(3-oxo-6-(3,3,3-trifluoroprop-1-en-1-yl)-1,3-dihydroisobenzofuran-1-yl)phosphonate O=C1OC(C2=CC(=CC=C12)\C=C\C(F)(F)F)P(OC)(OC)=O